5-(2,3-dimethylbenzoyl)-2,5-diazabicyclo[2.2.1]Heptane-2-carboxylic acid tert-butyl ester C(C)(C)(C)OC(=O)N1C2CN(C(C1)C2)C(C2=C(C(=CC=C2)C)C)=O